C1(CCCCC1)C1=CC=C(C=C1)[S+](C1=CC=CC=C1)C1=CC=CC=C1 (4-cyclohexylphenyl)diphenyl-sulfonium